OCC1(CCC1)NC1=NC=C(C(=N1)C1=CNC2=C(C=CC=C12)P(C)(C)=O)C(F)(F)F (3-(2-((1-(hydroxymethyl)cyclobutyl)amino)-5-(trifluoromethyl)pyrimidin-4-yl)-1H-indol-7-yl)Dimethylphosphine oxide